(R,E)-tert-butyl 3-(3-ethoxy-3-oxoprop-1-en-1-yl)pyrrolidine-1-carboxylate C(C)OC(/C=C/[C@@H]1CN(CC1)C(=O)OC(C)(C)C)=O